C(CCCS(=O)(=O)[O-])S(=O)(=O)[O-].[Na+].[Na+] disodium 1,4-butanedisulfonate